CC=1C=CC(=NC1)C(=O)NC=1C=NC(=NC1)N1CCN(CC1)C1=NC=CC=C1 5-Methyl-N-(2-(4-(pyridin-2-yl)piperazin-1-yl)pyrimidin-5-yl)picolinamid